ethyl 3-(4-((3-fluorophenyl)ethynyl)phenyl)-1,2,4-oxadiazole-5-carboxylate FC=1C=C(C=CC1)C#CC1=CC=C(C=C1)C1=NOC(=N1)C(=O)OCC